BrC=1C=C2C=NN(C2=C(C1)NS(=O)(=O)C=1C=NN(C1)C1=CC(=NC=C1)C(F)(F)F)C N-(5-BROMO-1-METHYL-1H-INDAZOL-7-YL)-1-(2-(TRIFLUOROMETHYL)PYRIDIN-4-YL)-1H-PYRAZOLE-4-SULFONAMIDE